BrC1=NN=C(S1)N1CC2(C1)CCN(CC2)C(=O)OC(C)(C)C tert-Butyl 2-(5-bromo-1,3,4-thiadiazol-2-yl)-2,7-diazaspiro[3.5]nonane-7-carboxylate